C(C)(C)(C)OC([C@@H](N)CCCC(N)C(=O)OCC1=CC=CC=C1)=O 6-((benzyloxy)carbonyl)-L-lysine tert-butyl ester